C(C)(C)(C)OC(=O)NC(C(=O)OC)=CC=1C(=NC(=CC1Cl)C)Cl Methyl 2-tert-butoxycarbonylamino-3-(2,4-dichloro-6-methyl-pyridin-3-yl)-acrylate